C(C)(C)(C)OC(=O)N1CC(C(CC1)C1=NC=C(C=C1)Br)=O 4-(5-bromopyridin-2-yl)-3-oxopiperidine-1-carboxylic acid tert-butyl ester